C1(CC1)CN1C(=CC=2C1=NC=CC2)C2=NC1=C(N2CC=2C=NN(C2)C2=NC=CN=C2)C(=CC(=C1)C(=O)N1C2CCC(C1)[C@H]2N)OC (7R)-2-{2-[1-(cyclopropylmethyl)-1H-pyrrolo[2,3-b]pyridin-2-yl]-7-methoxy-1-{[1-(pyrazin-2-yl)-1H-pyrazol-4-yl]methyl}-1H-1,3-benzodiazole-5-carbonyl}-2-azabicyclo[2.2.1]heptan-7-amine